ClC(C)(C)C1=CC(=CN=N1)C(F)(F)F 6-(2-Chloropropan-2-yl)-4-(trifluoromethyl)pyridazin